azolidone N1=[C-]C(C=C1)=O